C(C)C1=CC(=NO1)C=O 5-ETHYLISOXAZOLE-3-CARBALDEHYDE